N-(2-Fluoro-2-methylpropyl)-5-(imidazo[1,2-a]pyridin-6-yl)pyrrolo[2,1-f]triazin-2-amine FC(CNN1NN2C(C=C1)=C(C=C2)C=2C=CC=1N(C2)C=CN1)(C)C